Azole-4-sulfonamide N1C=CC(=C1)S(=O)(=O)N